FC1=CC=C(C(=O)NC(C)(C)C=2N=C3C4C(CN(C3=CC2)C(=O)OC(C)(C)C)C4)C=C1 tert-butyl 2-(2-(4-fluorobenzamido)propan-2-yl)-6,6a,7,7a-tetrahydro-5H-cyclopropa[c][1,5]naphthyridine-5-carboxylate